COC(=O)C1C2CCC(C1C(=O)N1CCN(CC1)C1=NC=C(C=C1)O)O2 3-[4-(5-Hydroxypyridin-2-yl)-piperazine-1-carbonyl]-7-oxa-bicyclo[2.2.1]heptane-2-carboxylic acid methyl ester